N-[4-[[2-(3-cyanophenyl)-1-(6-methoxy-1,3-benzothiazol-2-yl)ethyl]sulfamoyl]phenyl]acetamide C(#N)C=1C=C(C=CC1)CC(C=1SC2=C(N1)C=CC(=C2)OC)NS(=O)(=O)C2=CC=C(C=C2)NC(C)=O